FC1=C(C(=O)O)C=CC=C1N(C(=O)C1=CC=C(C=C1)F)CCOC 2-fluoro-3-[(2-methoxyethyl)(4-fluorophenylcarbonyl)amino]benzoic acid